FC(C1=CC=C(COC2=CC=C(CNC(=O)[C@H]3[NH2+]CCC3)C=C2)C=C1)(F)F (S)-2-((4-((4-(trifluoromethyl)benzyl)oxy)benzyl)carbamoyl)pyrrolidine-1-ium